2,4-dichloro-6-(dibenzo[b,d]furan-1-yl)-1,3,5-triazine ClC1=NC(=NC(=N1)Cl)C1=CC=CC=2OC3=C(C21)C=CC=C3